BrC1=NC=NC(=C1)OCC(F)(F)F 4-bromo-6-(2,2,2-trifluoroethoxy)pyrimidine